N-(4-((6,7-dimethoxyquinolin-4-yl)oxy)-3-fluorophenyl)-4-ethoxy-1-(4-fluoro-2-methylphenyl)-1H-pyrazole-3-carboxamide COC=1C=C2C(=CC=NC2=CC1OC)OC1=C(C=C(C=C1)NC(=O)C1=NN(C=C1OCC)C1=C(C=C(C=C1)F)C)F